((2R,3S)-1-benzhydryl-2-methylazetidin-3-yl)methanol C(C1=CC=CC=C1)(C1=CC=CC=C1)N1[C@@H]([C@H](C1)CO)C